tert-butyl (2S,6R)-4-[6-fluoro-8-[(8-methoxy-2-methyl-imidazo[1,2-a]pyridin-6-yl)carbamoyl]quinoxalin-5-yl]-2,6-dimethyl-piperazine-1-carboxylate FC=1C(=C2N=CC=NC2=C(C1)C(NC=1C=C(C=2N(C1)C=C(N2)C)OC)=O)N2C[C@@H](N([C@@H](C2)C)C(=O)OC(C)(C)C)C